9-Fluoro-7-methoxy-1,4,4-trimethyl-8-[2-(trifluoromethyl)-1H-indol-4-yl]-5H-[1,2,4]triazolo[4,3-a]quinoxaline FC=1C(=C(C=C2NC(C=3N(C12)C(=NN3)C)(C)C)OC)C3=C1C=C(NC1=CC=C3)C(F)(F)F